NC1=C(C(=C(C=N1)NC(C(=O)N1[C@H](CCC[C@H]1C1=CC=CC=C1)C)=O)C)C N-(6-amino-4,5-dimethyl-3-pyridyl)-2-[(2S,6S)-2-methyl-6-phenyl-1-piperidyl]-2-oxo-acetamide